N1(CCNCC1)C1=CC=C(C=C1)C1=CC=C2C=NN(C2=C1)C=1C=C(C=CC1)C 6-(4-(piperazin-1-yl)phenyl)-1-(m-tolyl)-1H-indazole